1-methyl-3-(6-methyl-nicotinyl)-2-pyrrolidinone CN1C(C(CC1)CC1=CN=C(C=C1)C)=O